(R)-4-(6-((1-hydroxypropane-2-yl)carbamoyl)pyridin-3-yl)piperazine-1-carboxylic acid tert-butyl ester C(C)(C)(C)OC(=O)N1CCN(CC1)C=1C=NC(=CC1)C(N[C@@H](CO)C)=O